dimyristyl peroxide dicarbonate C(=O)(O)OC(=O)O.C(CCCCCCCCCCCCC)OOCCCCCCCCCCCCCC